FC1=CC=C(C=C1)C1=CC=2C(=NC=C(C2)C=2C=C(SC2)C(=O)NCC(F)(F)F)N1 4-(2-(4-fluorophenyl)-1H-pyrrolo-[2,3-b]pyridin-5-yl)-N-(2,2,2-trifluoroethyl)thiophene-2-carboxamide